2'-chloro-N-(5-(6-chloro-5-(difluoromethyl)-3-methylpicolinoyl)-5,6-dihydro-4H-pyrrolo[3,4-d]thiazol-2-yl)-5'-methoxy-6-methyl-[4,4'-bipyridine]-3-carboxamide ClC1=NC=C(C(=C1)C1=C(C=NC(=C1)C)C(=O)NC=1SC2=C(N1)CN(C2)C(C2=NC(=C(C=C2C)C(F)F)Cl)=O)OC